dimethoxytetrahydroFuran 2-Ethylhexyl-2-hydroxybenzoat C(C)C(COC(C1=C(C=CC=C1)O)=O)CCCC.COC1(OCCC1)OC